N1C(CC(CC1)C(=O)OC)C(=O)OC dimethyl piperidine-2,4-dicarboxylate